[C@H]12CN(CCC2C1)C1(CC(C1)N1C(C(C2=NC=C(C=C21)Br)(C)C)=O)C 1-((1s,3s)-3-(3-azabicyclo[4.1.0]hept-3-yl)-3-methylcyclobutyl)-6-bromo-3,3-dimethyl-1,3-dihydro-2H-pyrrolo[3,2-b]pyridin-2-one